5-(5-(3,5-Dimethylisoxazol-4-yl)-1-((R)-1-(methylsulfonyl)pyrrolidin-3-yl)-1H-benzo[d]imidazol-2-yl)-1-(3-fluoro-5-methoxyphenyl)pyrrolidin-2-one CC1=NOC(=C1C1=CC2=C(N(C(=N2)C2CCC(N2C2=CC(=CC(=C2)OC)F)=O)[C@H]2CN(CC2)S(=O)(=O)C)C=C1)C